4-ethynyl-3-methylbenzoic acid C(#C)C1=C(C=C(C(=O)O)C=C1)C